(S)-N-(2-chloro-6-fluorophenyl)-5-fluoro-4-(pyrazin-2-yl)-2-((1,1,1-trifluoropropan-2-yl)oxy)benzamide ClC1=C(C(=CC=C1)F)NC(C1=C(C=C(C(=C1)F)C1=NC=CN=C1)O[C@H](C(F)(F)F)C)=O